3,4-dimethylpyridin-2(1H)-one CC=1C(NC=CC1C)=O